[IH]1CC=CC=C1 Iodinine